1-(2-(N-(6-(8-(benzo[d]thiazol-2-ylcarbamoyl)-3,4-dihydroisoquinolin-2(1H)-yl)-3-(1-(cyclohexylmethyl)-5-methyl-1H-pyrazol-4-yl)picolinoyl)sulfamoyl)ethyl)azetidine-3-carboxylic acid S1C(=NC2=C1C=CC=C2)NC(=O)C=2C=CC=C1CCN(CC21)C2=CC=C(C(=N2)C(=O)NS(=O)(=O)CCN2CC(C2)C(=O)O)C=2C=NN(C2C)CC2CCCCC2